methyl-1H-pyrrolo[2,3-b]pyridin-4-amine CN1C=CC2=C1N=CC=C2N